ClC1=C(C=CC=C1C1C(NC(CC1)=O)=O)C1=CC=C(C=C1)CC=1C=NC=CC1 3-(2-chloro-4'-(pyridin-3-ylmethyl)-[1,1'-biphenyl]-3-yl)piperidine-2,6-dione